ClC=1N=NC(=C(C1C)C(C)C)Cl 3,6-dichloro-4-methyl-5-(propan-2-yl)pyridazine